F[C@H]1CN(CC[C@H]1NC1=CC=CN2C(=C(C=C12)C#CCNC1=C(C=C(C(=O)NC)C=C1)O)SC(F)(F)F)C 4-{[3-(8-{[(3S,4R)-3-fluoro-1-methylpiperidin-4-yl]amino}-3-[(trifluoromethyl)sulfanyl]indolizin-2-yl)prop-2-yn-1-yl]amino}-3-hydroxy-N-methylbenzamide